C(C)(C)(C)C1=CC=C(C=C1)C(CC1([Se]CCCC1)C1=CC=CC=C1)C1=C(C=C(C=C1OC)OC)OC (2-(4-(tert-butyl)phenyl)-2-(2,4,6-trimethoxyphenyl)ethyl)(phenyl)selenane